3-((S)-2-((E)-3-(4-chloro-2-fluorophenyl)acrylamido)-3-cyclopropylpropanamido)-N-ethyl-2-oxo-4-((S)-2-oxopyrrolidin-3-yl)butanamide ClC1=CC(=C(C=C1)/C=C/C(=O)N[C@H](C(=O)NC(C(C(=O)NCC)=O)C[C@H]1C(NCC1)=O)CC1CC1)F